C1=CC(=CN=C1)C(=O)OC2C(C(C(C(C2OC(=O)C3=CN=CC=C3)OC(=O)C4=CN=CC=C4)OC(=O)C5=CN=CC=C5)OC(=O)C6=CN=CC=C6)OC(=O)C7=CN=CC=C7 inositol hexaniacinate